3-bromo-1H-pyrazolo[3,4-b]pyridine-5-carbaldehyde BrC1=NNC2=NC=C(C=C21)C=O